OC1CC2OC(OCC2OC1C(=O)O)C1=CC=CC=C1.C(CCC)OC=1C=C(CC2NC(NC2)=O)C=CC1OC 4-(3-butoxy-4-methoxy-benzyl)imidazolidone 7-hydroxy-2-phenylhexahydropyrano[3,2-d][1,3]dioxine-6-carboxylate